N-tert-Butoxycarbonyl-N-(2-chloro-3-fluoro-6-nitro-phenyl)carbamic acid tert-butyl ester C(C)(C)(C)OC(N(C1=C(C(=CC=C1[N+](=O)[O-])F)Cl)C(=O)OC(C)(C)C)=O